2-(5-amino-6-hydroxypyridin-2-yl)-N-(3,5-dichloro-4-(2,6-dioxopiperidin-3-yl)benzyl)-2-methylpropanamide NC=1C=CC(=NC1O)C(C(=O)NCC1=CC(=C(C(=C1)Cl)C1C(NC(CC1)=O)=O)Cl)(C)C